C1(CC1)C1=CC(=NC=2N1N=C(C2)C2=C(C=C(C=C2)N2C[C@H]([C@@H](C2)OC)O)F)C(=O)N2[C@@H](C1=CC=CC=C1CC2)C (7-cyclopropyl-2-(2-fluoro-4-((trans)-3-hydroxy-4-methoxypyrrolidin-1-yl)phenyl)pyrazolo[1,5-a]pyrimidin-5-yl)((R)-1-methyl-3,4-dihydroisoquinolin-2(1H)-yl)methanone